1,3,5-triiodo-2,4,6-triethylbenzene IC1=C(C(=C(C(=C1CC)I)CC)I)CC